C(CCCCCCCCCCCCCC)N n-pentadecylamine